3-(2-cyanoprop-2-yl)-N-(5-(2-(dimethylamino)-8,9-dihydroimidazo[1',2':1,6]pyrido[2,3-d]pyrimidin-6-yl)-2-fluoro-4-methylphenyl)benzamide C(#N)C(C)(C)C=1C=C(C(=O)NC2=C(C=C(C(=C2)C2=CC3=C(N=C(N=C3)N(C)C)N3C2=NCC3)C)F)C=CC1